7-(4,4-Difluoropiperidin-1-yl)-5-(1-(2-fluoro-4-nitrophenyl)-1H-1,2,3-triazol-4-yl)pyrazolo[1,5-a]pyridine FC1(CCN(CC1)C1=CC(=CC=2N1N=CC2)C=2N=NN(C2)C2=C(C=C(C=C2)[N+](=O)[O-])F)F